C[C@H]1CN(CCN1)[C@H]1CC[C@H](CC1)N1C=C(C2=C1N=CN=C2N)C2=CC=C(C=C2)OC2=CC=CC=C2 7-((cis)-4-((S)-3-methyl-piperazin-1-yl)cyclohexyl)-5-(4-phenoxyphenyl)-7H-pyrrolo[2,3-d]pyrimidin-4-amine